CN1N=C(C(=C1)C1=NN2C(=NC=3C(=CC=CC3C2=N1)C(F)(F)F)N[C@H]1C(NCCN(C1)C(=O)OCC1=CC=CC=C1)=O)C benzyl (6R)-6-{[2-(1,3-dimethyl-1H-pyrazol-4-yl)-7-(trifluoromethyl)[1,2,4]triazolo[1,5-c]quinazolin-5-yl] amino}-5-oxo-1,4-diazepane-1-carboxylate